(S)-4-(5-iodo-7-(3,4,5-trifluorophenyl)-7H-pyrrolo[2,3-d]pyrimidin-4-yl)-3-methylpiperazine-1-carboxylic acid tert-butyl ester C(C)(C)(C)OC(=O)N1C[C@@H](N(CC1)C=1C2=C(N=CN1)N(C=C2I)C2=CC(=C(C(=C2)F)F)F)C